5-(4-oxo-1-(1-oxo-1,3-dihydroisobenzofuran-5-yl)-2-thioxo-1,3-diazaspiro[4.4]non-3-yl)-3-(trifluoromethyl)pyridinecarbonitrile O=C1N(C(N(C12CCCC2)C=2C=C1COC(C1=CC2)=O)=S)C=2C=C(C(=NC2)C#N)C(F)(F)F